N,N-divinylamine C(=C)NC=C